BrC1=CC=CC(=N1)NC(CN(C(CN1N=C(C2=CC=CC=C12)C(=O)N)=O)C)=O 1-(2-((2-((6-bromopyridin-2-yl)amino)-2-oxoethyl)(methyl)amino)-2-oxoethyl)-1H-indazole-3-carboxamide